COC(=O)C1OC(OC1)(C(F)(F)F)C(F)(F)F.ClC1=NC=C(C(=N1)Cl)COC1CC(C1)OC 2,4-dichloro-5-((3-methoxycyclobutoxy)methyl)pyrimidine methyl-2,2-bis(trifluoromethyl)-1,3-dioxolane-4-carboxylate